tert-butyl 7-[5-(6-{3-cyanopyrrolo[1,2-b]pyridazin-7-yl}-4-[(oxan-4-yl)amino]pyridin-3-yl)-1,3,4-thiadiazol-2-yl]-3-oxa-7,9-diazabicyclo[3.3.1]nonane-9-carboxylate C(#N)C1=CC=2N(N=C1)C(=CC2)C2=CC(=C(C=N2)C2=NN=C(S2)N2CC1COCC(C2)N1C(=O)OC(C)(C)C)NC1CCOCC1